C(C)OCOC1=C(C(=O)C2=CC=C(C(=O)O)C=C2)C=CC=C1C 4-(2-(ethoxymethoxy)-3-methylbenzoyl)benzoic acid